N-methyl-N-(methylglycyl)-L-valine methyl ester hydrochloride Cl.COC([C@@H](N(C(CNC)=O)C)C(C)C)=O